2-(4-fluoro-3-nitrophenyl)butyronitrile FC1=C(C=C(C=C1)C(C#N)CC)[N+](=O)[O-]